4-aminophenyltetrazole NC1=CC=C(C=C1)C1=NN=NN1